C1(=CC=CC=C1)C=1C=C2C=CN(C2=C(C1)C(=O)N[C@H](C)C1=CC=C(C(=O)O)C=C1)CC1=CC=C(C=C1)C(F)(F)F (R)-4-(1-(5-phenyl-1-(4-(trifluoromethyl)benzyl)-1H-indole-7-carboxamido)ethyl)benzoic acid